3-(N-(3-trifluoromethylphenyl)sulfamoyl)-N-(4-phenylthiazol-2-yl)benzamide FC(C=1C=C(C=CC1)NS(=O)(=O)C=1C=C(C(=O)NC=2SC=C(N2)C2=CC=CC=C2)C=CC1)(F)F